ClC1=CC=C(CN2N=C3C4=C(CCC3=C2)OC(=C4C)C(=O)NCCS(=O)C)C=C1 2-(4-chlorobenzyl)-8-methyl-N-[2-(methylsulfinyl)ethyl]-4,5-dihydro-2H-furo[2,3-g]indazole-7-carboxamide